Racemic-1-(3-acetyl-8,9-difluoro-6-oxo-1,2,3,4,5,6-hexahydrobenzo[c][1,7]naphthyridin-1-yl)-3-(3-cyano-4-fluorophenyl)-1-methylurea C(C)(=O)N1C[C@@H](C=2C3=C(C(NC2C1)=O)C=C(C(=C3)F)F)N(C(=O)NC3=CC(=C(C=C3)F)C#N)C |r|